CN1CC(=CCC1)C(=O)O 1-methyl-1,2,5,6-tetrahydro-3-pyridinecarboxylic acid